FC=1C=CC(=C(C1)N(C(CC)=O)C(C)C)C=1C=2N(C=C(C1)N1CCNCC1)C(=NC2)C N-{5-Fluoro-2-[3-methyl-6-(piperazin-1-yl)imidazo[1,5-a]pyridin-8-yl]phenyl}-N-(isopropyl)propanamide